FC1(C(NC[C@@H]1CN1N=C2N=C(C=CC2=C1)C1=C(C=C(C=C1C)C(F)(F)F)O)=O)F (R)-3,3-difluoro-4-((6-(2-hydroxy-6-methyl-4-(trifluoromethyl)phenyl)-2H-pyrazolo[3,4-b]pyridin-2-yl)methyl)pyrrolidin-2-one